CC1=C(C=2N(C=C1C1=C(C3=NC(=CC=C3N1)N1[C@H]3CN[C@@H](C1)C3)C(C)C)N=CN2)C (1R,4R)-2-(2-{7,8-dimethyl-[1,2,4]triazolo[1,5-a]pyridin-6-yl}-3-(propan-2-yl)-1H-pyrrolo[3,2-b]pyridin-5-yl)-2,5-diazabicyclo[2.2.1]heptane